C(C)(C)(C)P(C1=CC=C([NH+](C)C)C=C1)C(C)(C)C 4-di-tert-butylphosphino-N,N-dimethyl-anilinium